COC1=C(C=CC=C1)NC1=NC(=CC(=C1)NC(OC(C)(C)C)=O)C(N(C1=CC=CC=C1)C)=O Tert-butyl (2-((2-methoxyphenyl)amino)-6-(methyl(phenyl)carbamoyl)pyridin-4-yl)carbamate